S(=O)(=O)(O)O[C@H](C1=CC(=CC(=C1)O)O)CNC(C)(C)C |r| (±)-α-[(tert-butylamino)methyl]-3,5-dihydroxybenzyl alcohol sulfate